C(CC)(=O)OC1=CC=C(C=C1)OC(CC)=O 1,4-dipropionyl-oxybenzene